C(C)(=O)NC1=NC=CC(=C1)OC1=C(C=C(C=C1)NC1=C(C(=O)NC2=C(C=C(C=C2)F)O[C@@H]2CNCC2)C=CC=N1)Cl (S)-2-((4-((2-acetamidopyridin-4-yl)oxy)-3-chlorophenyl)amino)-N-(4-fluoro-2-(pyrrolidin-3-yloxy)phenyl)nicotinamide